4-((4-oxo-2,3,4,5-tetrahydro-1H-benzo[b][1,4]diazepin-1-yl)methyl)-N-hydroxybenzoamide O=C1NC2=C(N(CC1)CC1=CC=C(C(=O)NO)C=C1)C=CC=C2